5-(((4-(3-chloro-4-(2-chloro-3-((3-fluoro-4-(((2-hydroxypropyl)amino)methyl)pyridin-2-yl)amino)phenyl)pyridin-2-yl)-2-(difluoromethoxy)benzyl)amino)methyl)pyrrolidin-2-one ClC=1C(=NC=CC1C1=C(C(=CC=C1)NC1=NC=CC(=C1F)CNCC(C)O)Cl)C1=CC(=C(CNCC2CCC(N2)=O)C=C1)OC(F)F